ClC=1C=NN(C(C1Cl)=O)CC(=O)NCC1COC2=C(O1)C=CC=C2 4,5-dichloro-N-[(2,3-dihydro-1,4-benzodioxin-2-yl)methyl]-6-oxo-1(6H)-pyridazineacetamide